FC(C(N)C1=CC(=C(C=C1)F)C)(F)F 2,2,2-trifluoro-1-(4-fluoro-3-methylphenyl)ethan-1-amine